(2S,3R,4R,5S,6R)-2-[3-(4-ethoxybenzyl)-4-chlorophenyl]-6-hydroxymethyl-tetrahydro-2H-pyran-3,4,5-triol C(C)OC1=CC=C(CC=2C=C(C=CC2Cl)[C@@H]2O[C@@H]([C@H]([C@@H]([C@H]2O)O)O)CO)C=C1